pentalene-4-carboxylate C1=CC=C2C(=CC=C12)C(=O)[O-]